tert-butyl 3-[8-fluoro-7-[8-fluoro-3-(methoxymethoxy)-1-naphthyl]-2-methylsulfanyl-pyrido[4,3-d]pyrimidin-4-yl]-3,8-diazabicyclo[3.2.1]octane-8-carboxylate FC1=C(N=CC2=C1N=C(N=C2N2CC1CCC(C2)N1C(=O)OC(C)(C)C)SC)C1=CC(=CC2=CC=CC(=C12)F)OCOC